C(C)(C)NC1=NC(=CC2=C1N=C(N=C2)N[C@@H]2C(NCC2)=O)C#N (S)-8-(isopropylamino)-2-((2-oxopyrrolidin-3-yl)amino)pyrido[3,4-d]pyrimidine-6-carbonitrile